2,4-dibenzyl-6-(tert-butyl)-1,2,4-triazine-3,5(2H,4H)-dione C(C1=CC=CC=C1)N1N=C(C(N(C1=O)CC1=CC=CC=C1)=O)C(C)(C)C